hex-ane-2,5-diol CC(CCC(C)O)O